O1C(COCC1)C(=O)N dioxane-2-carboxamide